3-(cyclobutanecarboxamido)-N-((2S)-1-oxo-3-phenyl-1-(6-(pyridin-3-yl)-5,6-dihydropyridin-1(2H)-yl)propan-2-yl)benzamide C1(CCC1)C(=O)NC=1C=C(C(=O)N[C@H](C(N2CC=CCC2C=2C=NC=CC2)=O)CC2=CC=CC=C2)C=CC1